ClC=1C=C(C=C(C1OC1=NNC(C(=C1C)C)=O)Cl)NCCC(=O)O 3-((3,5-dichloro-4-((4,5-dimethyl-6-oxo-1,6-dihydropyridazin-3-yl)oxy)phenyl)amino)propanoic acid